C(C=C)(=O)N1CC(C1)(F)CN1C2=C(N(C(C1=O)=O)C=1C(=NC=CC1C)C(C)C)N=C(C(=C2)Cl)C2=C(C=C(C=C2O)C)F 1-((1-acryloyl-3-fluoroazetidin-3-yl)methyl)-7-chloro-6-(2-fluoro-6-hydroxy-4-methylphenyl)-4-(2-isopropyl-4-methylpyridin-3-yl)-1,4-dihydropyrido[2,3-b]pyrazine-2,3-dione